(3,5-dimethoxyphenyl)-[2-(2-pyridyl)-7,8-dihydro-5H-pyrido[4,3-d]pyrimidin-6-yl]methanone COC=1C=C(C=C(C1)OC)C(=O)N1CC2=C(N=C(N=C2)C2=NC=CC=C2)CC1